4-((2-(azetidin-1-ylmethyl)-6-fluorobenzyl)amino)-2-fluoro-N-(isoxazol-3-yl)-3-methylbenzenesulfonamide 2,2,2-trifluoroacetate FC(C(=O)O)(F)F.N1(CCC1)CC1=C(CNC2=C(C(=C(C=C2)S(=O)(=O)NC2=NOC=C2)F)C)C(=CC=C1)F